3-[3-Methyl-2-oxo-5-(1,2,3,6-tetrahydropyridin-4-yl)benzimidazol-1-yl]piperidine-2,6-dione CN1C(N(C2=C1C=C(C=C2)C=2CCNCC2)C2C(NC(CC2)=O)=O)=O